C(C)(C)NC=1C(=C2C(=NC1)NC=C2)C=2N=C(C=1OC[C@@H]3COC[C@H](N3C1N2)C)C(C)(C)S(=O)(=O)C isopropyl-{4-[(S)-1-(1-methanesulfonyl-1-methyl-ethyl)-5-(R)-methyl-5,6,8a,9-tetrahydro-8H-7,10-dioxa-2,4,4b-triazaphenanthren-3-yl]-1H-pyrrolo[2,3-b]pyridin-5-yl}-amine